ClC1=NC=CC=2C1=NN(N2)CC=2N=C1N(C=C(C=C1)C1CC1)C2 4-chloro-2-((6-cyclopropylimidazo[1,2-a]pyridin-2-yl)methyl)-2H-[1,2,3]triazolo[4,5-c]pyridine